Dilauroyl-(S)-glycerol C(CCCCCCCCCCC)(=O)C(C([C@H](O)C(CCCCCCCCCCC)=O)O)O